Ethyl n-triacontanoate C(CCCCCCCCCCCCCCCCCCCCCCCCCCCCC)(=O)OCC